N[C@@H](CNC1=NC(=C2C(=N1)N(N=C2)C)NC21CC(C2)C1)C1=CC=CC=C1 N6-[(2R)-2-amino-2-phenyl-ethyl]-N4-(3-bicyclo[1.1.1]pentanyl)-1-methyl-pyrazolo[3,4-d]pyrimidine-4,6-diamine